di-tert-butyl(((((2,5-bis((4-formylphenyl)ethynyl)-1,4-phenylene)bis(oxy))bis(ethane-2,1-diyl))bis(oxy))bis(ethane-2,1-diyl))dicarbamate C(C)(C)(C)OC(NCCOCCOC1=C(C=C(C(=C1)C#CC1=CC=C(C=C1)C=O)OCCOCCNC(OC(C)(C)C)=O)C#CC1=CC=C(C=C1)C=O)=O